Cyanide [C-]#N